(6-methyl-1-((2-(trimethylsilyl)ethoxy)methyl)-1H-benzo[d]Imidazol-2-yl)methylamine CC=1C=CC2=C(N(C(=N2)CN)COCC[Si](C)(C)C)C1